ClC=1C(=CC(=C(NC=2C3=C(N=CN2)C=CC(=N3)N3[C@@H]2CN([C@H](C3)C2)C(=O)OC(C)(C)C)C1)F)OC(F)F tert-butyl (1S,4S)-5-[4-[5-chloro-4-(difluoromethoxy)-2-fluoro-anilino]pyrido[3,2-d]pyrimidin-6-yl]-2,5-diazabicyclo[2.2.1]heptane-2-carboxylate